1,3-dihydroindeno[2,1-b]carbazole C1C2=C3C=C4C(C=C3NC2=CCC1)=CC1=CC=CC=C14